C(=CCC)NO N-butenyl-hydroxylamine